decahydro-1,5-naphthalenedicarboxylic acid C1(CCCC2C(CCCC12)C(=O)O)C(=O)O